4-(3-((5-fluoropyridin-3-yl)methoxy)pyridin-2-yl)-5-methyl-N-(3-(methylsulfonamido)phenyl)thiophene-2-carboxamide FC=1C=C(C=NC1)COC=1C(=NC=CC1)C=1C=C(SC1C)C(=O)NC1=CC(=CC=C1)NS(=O)(=O)C